methyl 2-bromo-5-(trifluoromethoxy)benzoate BrC1=C(C(=O)OC)C=C(C=C1)OC(F)(F)F